C(C1=CC=CC=C1)(=O)NC(=O)C=1N(C(N2C1CN(CC2)C(C2=CC(=C(C=C2)Br)Cl)=O)=O)C2=CC=C(C=C2)C#N N-benzoyl-7-(4-bromo-3-chloro-benzoyl)-2-(4-cyanophenyl)-3-oxo-6,8-dihydro-5H-imidazo[1,5-a]pyrazine-1-carboxamide